O1CCN(CC1)CC=1C=C(C=CC1)CO (3-(morpholinomethyl)phenyl)methanol